C(C)C1=C(C(=C(C=C1)O)OCCCCCC)CC Bisethyl-hexyl-oxyphenol